FCOC1=C(C=CC(=C1)S(=O)(=O)C)NCC#CC=1N(C2=CC=CC(=C2C1)NC1CCC(CC1)N(C)C)CC(F)(F)F (1R,4R)-N1-(2-(3-((2-(fluoromethoxy)-4-(methylsulfonyl)phenyl)amino)prop-1-yn-1-yl)-1-(2,2,2-trifluoroethyl)-1H-indol-4-yl)-N4,N4-dimethylcyclohexane-1,4-diamine